4-acetyl-2,6-diethoxybenzonitrile C(C)(=O)C1=CC(=C(C#N)C(=C1)OCC)OCC